tert-butyl 6-((((2S,3R)-1-(dimethylamino)-3-hydroxy-1-oxobutan-2-yl) amino) methyl)-1-oxo-2,5-diazaspiro[3.4]octane-5-carboxylate CN(C([C@H]([C@@H](C)O)NCC1N(C2(CNC2=O)CC1)C(=O)OC(C)(C)C)=O)C